N-hydroxy-N-(3-phenylnaphthalen-2-yl)benzamide ON(C(C1=CC=CC=C1)=O)C1=CC2=CC=CC=C2C=C1C1=CC=CC=C1